3-(6-Bromo-2-oxo-1,3-benzoxazol-3-yl)-1-[(4-methoxyphenyl)methyl]piperidine-2,6-dione BrC1=CC2=C(N(C(O2)=O)C2C(N(C(CC2)=O)CC2=CC=C(C=C2)OC)=O)C=C1